trimethylolpropane tris(mercaptopropionate) SC(C(=O)O)C.SC(C(=O)O)C.SC(C(=O)O)C.C(O)C(CC)(CO)CO